2-{3-[(4-methanesulfonyl-2-methoxyphenyl)amino]prop-1-yn-1-yl}-N-[(1R,4R)-4-{2-oxa-6-azaspiro[3.3]heptan-6-yl}cyclohexyl]-1-(2,2,2-trifluoroethyl)-1H-indol-4-amine CS(=O)(=O)C1=CC(=C(C=C1)NCC#CC=1N(C=2C=CC=C(C2C1)NC1CCC(CC1)N1CC2(COC2)C1)CC(F)(F)F)OC